(S)-N-(3-chloro-4,5-difluorophenyl)-1-(5-(4,6-dimethylpyrimidin-5-yl)-1H-pyrrole-2-carbonyl)pyrrolidine-3-carboxamide ClC=1C=C(C=C(C1F)F)NC(=O)[C@@H]1CN(CC1)C(=O)C=1NC(=CC1)C=1C(=NC=NC1C)C